C12CS(CC(CC1)N2)(=O)=O 3-thia-8-azabicyclo[3.2.1]octane 3,3-dioxide